C(C)(C)(C)OC(CNC1=CC(=CC=C1)Br)=O.C(C)(C)(C)N1C[C@@H](CCC1)N(C(C1=C(C=C(C=C1)N1N=NC=2C1=NC=CC2)F)=O)C2=NC=CC1=CC(=CC=C21)Br tert-butyl-(R)-3-(4-(3H-[1,2,3]triazolo[4,5-b]pyridin-3-yl)-N-(6-bromoisoquinolin-1-yl)-2-fluorobenzamido)piperidine tert-Butyl-2-(3-bromoanilino)acetate